4-(2,2-difluoroethyl)azepan-4-amine dihydrochloride Cl.Cl.FC(CC1(CCNCCC1)N)F